1,2-diethylpyridinium chloride [Cl-].C(C)[N+]1=C(C=CC=C1)CC